2-(13-((2,4-dinitrophenyl)amino)-5,8,11-trioxa-2-azatridecyl)tetrahydro-2H-pyran-3,4-diol [N+](=O)([O-])C1=C(C=CC(=C1)[N+](=O)[O-])NCCOCCOCCOCCNCC1OCCC(C1O)O